sec-butylsuccinic acid diisobutyl ester C(C(C)C)OC(C(CC(=O)OCC(C)C)C(C)CC)=O